CN1C(C2=C(C=C1)C(=CN2S(=O)(=O)C2=CC=C(C)C=C2)C2=C(C=CC=C2)CN2CCC1(COC1)CC2)=O 6-Methyl-3-(2-(2-oxa-7-azaspiro[3.5]non-7-ylmethyl)phenyl)-1-tosyl-1H-pyrrolo[2,3-c]pyridin-7(6H)-one